C(C)(C)N1C(=NC2=NC=C(C=C21)C2=CNC=1N=C(N=CC12)N[C@@H](C(F)(F)F)C)C (R)-5-(1-isopropyl-2-methyl-1H-imidazo[4,5-b]pyridin-6-yl)-N-(1,1,1-trifluoropropan-2-yl)-7H-pyrrolo[2,3-d]pyrimidin-2-amine